3-(methylsulfonylmethyl)azetidin-1-ium triflate [O-]S(=O)(=O)C(F)(F)F.CS(=O)(=O)CC1C[NH2+]C1